OC(C)(C)C=1C(=CC2=CN(N=C2C1)C1CCC(CC1)N1[C@H](CN(CC1)C(=O)OC(C)(C)C)C)NC(C(F)(F)F)=O tert-butyl (S)-4-((1r,4S)-4-(6-(2-hydroxypropan-2-yl)-5-(2,2,2-trifluoroacetamido)-2H-indazol-2-yl) cyclohexyl)-3-methylpiperazine-1-carboxylate